[Ti].[Ca].[Ca] dicalcium Titanium